C1(O)=C(C(O)=CC(O)=C1)C1=CC(=CC=C1C=O)C=O phloroglucinol-terephthalaldehyde